CN1C[C@@H]([C@H](CC1)NC(=O)C1=CC(=CC=2N(C=NC21)CC(F)(F)F)C#CCNC2=C(C=C(C=C2)S(=O)(=O)C)C(F)F)C N-[(3S,4S)-1-methyl-3-methyl-4-piperidyl]-6-{3-[2-(difluoromethyl)-4-mesylphenylamino]-1-propynyl}-1-(2,2,2-trifluoroethyl)-1H-1,3-benzimidazole-4-carboxamide